N1(N=CN=C1)CC=1SC2=C(N(C=3C(N(N=CC32)CC3=NC(=NC=C3)N)=O)C)N1 2-((1H-1,2,4-triazol-1-yl)methyl)-6-((2-aminopyrimidin-4-yl)methyl)-4-methyl-4H-thiazolo[5',4':4,5]pyrrolo[2,3-D]pyridazin-5(6H)-one